tert-butyl 4-((2-(tert-butoxycarbonyl) phenyl) (isobutyl)amino)-3-nitrobenzoate C(C)(C)(C)OC(=O)C1=C(C=CC=C1)N(C1=C(C=C(C(=O)OC(C)(C)C)C=C1)[N+](=O)[O-])CC(C)C